7-amino-4-(5-methoxy-3-pyridyl)-2-[2-(3,4,5-trimethoxybenzoyl)allyl]isoindolin-1-one NC=1C=CC(=C2CN(C(C12)=O)CC(=C)C(C1=CC(=C(C(=C1)OC)OC)OC)=O)C=1C=NC=C(C1)OC